cis,cis,cis-1,2,4,5-cyclohexanetetracarboxylic dianhydride C1[C@@H]2[C@H](C[C@@H]3[C@H]1C(=O)OC3=O)C(=O)OC2=O